3-[5-(2,5-Dimethylpyrrol-1-yl)-1,3,4-thiadiazol-2-yl]-1-methyl-N-(1-methylcyclopropyl)-2-oxo-benzimidazole-5-sulfonamide CC=1N(C(=CC1)C)C1=NN=C(S1)N1C(N(C2=C1C=C(C=C2)S(=O)(=O)NC2(CC2)C)C)=O